2,5,8,11,14,17,20,23-octaoxopentacosan-25-sulfonic acid O=C(C)CCC(CCC(CCC(CCC(CCC(CCC(CCC(CCS(=O)(=O)O)=O)=O)=O)=O)=O)=O)=O